FCCCN1C[C@H](CC1)OC1=CC=C(C=C1)C1=C(CCCC2=C1C=CC(=C2)O)C2=CC=[N+](C=C2)[O-] 5-[4-[(3S)-1-(3-fluoropropyl)pyrrolidin-3-yl]oxyphenyl]-6-(1-oxidopyridin-1-ium-4-yl)-8,9-dihydro-7H-benzo[7]annulen-2-ol